C(CC(C)C)C(C(C(=O)O)O)(C(=O)O)CCC(C)C.C(C(O)CC(=O)OCCC(C)C)(=O)OCCC(C)C Diisoamyl Malate (Diisoamyl Malate)